ClC=1C(=NC(=NC1)NC1=CC(=CC(=C1)CN1CC(NCC1)C)C1CC1)C1=CNC2=CC(=CC=C12)C 5-chloro-N-(3-cyclopropyl-5-((3-methylpiperazin-1-yl)methyl)phenyl)-4-(6-methyl-1H-indole-3-yl)pyrimidin-2-amine